O=C1NC(CC[C@H]1NC(C1=C(C=CC=C1)F)=O)=O N-((R)-2,6-dioxopiperidin-3-yl)-2-fluorobenzamide